8-hexyloxymethoxy-1,3,5-trimethyloctylmagnesium bromide C(CCCCC)OCOCCCC(CC(CC(C)[Mg]Br)C)C